[Br-].OC(C[NH2+]CC=C)(O)O tri-hydroxyethyl-allyl-ammonium bromide